1-iodo-2,2-difluoroethylene IC=C(F)F